3-(4-Acetylpiperazin-1-yl)sulphonylbenzoic acid [(2R)-3-(1-ethyl-8-oxo-spiro[6,7-dihydro-4H-pyrazolo[3,4-c]azepin-5,4'-tetrahydropyran]-3-yl)-2-methyl-propyl] ester C(C)N1N=C(C2=C1C(NCC1(CCOCC1)C2)=O)C[C@H](COC(C2=CC(=CC=C2)S(=O)(=O)N2CCN(CC2)C(C)=O)=O)C